oxetan-3-yl L-valinate N[C@@H](C(C)C)C(=O)OC1COC1